Bis-biphenyl-4-yl(4-bromo-phenyl)amin C1(=CC=C(C=C1)N(C1=CC=C(C=C1)Br)C1=CC=C(C=C1)C1=CC=CC=C1)C1=CC=CC=C1